N1-(4-(2-aminopyridin-3-yl)pyrimidin-2-yl)-6-fluorobenzene-1,3-diamine NC1=NC=CC=C1C1=NC(=NC=C1)NC1=CC(=CC=C1F)N